FC=1C=C2C(CCNC2=CC1)(C)C 6-fluoro-4,4-dimethyl-1,2,3,4-Tetrahydroquinoline